antimony tris(dimethylamine) CNC.CNC.CNC.[Sb]